NC=1C2=C(N=CN1)N(C=C2C2=CC(=C(C=C2)NC(=O)NC=2SC(=NN2)C(C)(C)C)F)C2CC2 1-(4-(4-amino-7-cyclopropyl-7H-pyrrolo[2,3-d]pyrimidin-5-yl)-2-fluorophenyl)-3-(5-(tert-butyl)-1,3,4-thiadiazol-2-yl)urea